N[C@H]1CN(C[C@@H](C1)F)C(=O)C1=CC2=C(N(C(=N2)C2=CC=3C(=NC(=CC3)C=3C=C(C=C(C3)O)O)N2CC2CC2)C)C(=C1)OC 5-(2-{5-[(3R,5R)-3-amino-5-fluoropiperidine-1-carbonyl]-7-methoxy-1-methyl-1H-1,3-benzodiazol-2-yl}-1-(cyclopropylmethyl)-1H-pyrrolo[2,3-b]pyridin-6-yl)benzene-1,3-diol